5-(2-chlorophenoxy)-6-fluoro-3-(((2-fluoropyridin-3-yl)methyl)amino)-4H-benzo[e][1,2,4]thiadiazine 1,1-dioxide ClC1=C(OC2=C(C=CC3=C2NC(=NS3(=O)=O)NCC=3C(=NC=CC3)F)F)C=CC=C1